NC1=NC(=NC(=C1)N)S 4,6-diamino-2-pyrimidinethiol